CIS-DECAHYDRONAPHTHALENE C1CCC[C@@H]2CCCC[C@H]12